1-(4-(4-(3-(2,4-dihydroxy-5-isopropylphenyl)-5-hydroxy-4H-1,2,4-triazol-4-yl)phenyl)piperazin-1-yl)ethan-1-one OC1=C(C=C(C(=C1)O)C(C)C)C1=NN=C(N1C1=CC=C(C=C1)N1CCN(CC1)C(C)=O)O